2,4-di-tert-butylstyrene C(C)(C)(C)C1=C(C=C)C=CC(=C1)C(C)(C)C